bis(trifluoromethyl)-4,4'-bis(4-(4-aminobenzoylamino)-3-(triethoxysiloxy)phenylcarbonylamino)biphenyl triacontyl-lactate C(CCCCCCCCCCCCCCCCCCCCCCCCCCCCC)OC(C(O)C)=O.FC(F)(F)C=1C(=C(C=CC1NC(=O)C1=CC(=C(C=C1)NC(C1=CC=C(C=C1)N)=O)O[Si](OCC)(OCC)OCC)C1=CC=C(C=C1)NC(=O)C1=CC(=C(C=C1)NC(C1=CC=C(C=C1)N)=O)O[Si](OCC)(OCC)OCC)C(F)(F)F